C1(CC1)C1=C(C=C(C(=C1)CN1CCC2(CN(C(O2)=O)C2=CC=C(C=C2)S(=O)O)CC1)OCC)C1=CC=C(C=C1)F 4-(8-((2-cyclopropyl-5-ethoxy-4'-fluoro-[1,1'-biphenyl]-4-yl)methyl)-2-oxo-1-oxa-3,8-diazaspiro[4.5]decan-3-yl)benzenesulfinic acid